CC=1C=C(C=CC1OC1=CC2=C(N(C=N2)C)C=C1)C=1N=C(C2=C(N1)C=CC(=N2)N2C[C@H](NCC2)C)N {3-methyl-4-[(1-methyl-1,3-benzodiazol-5-yl)oxy]phenyl}-6-[(3R)-3-methylpiperazin-1-yl]pyrido[3,2-d]pyrimidin-4-amine